ClC(=O)N1[C@@H](CN(CC1)C(=O)OC(C)(C)C)C1=CC=CC=C1 tert-butyl (R)-4-(chlorocarbonyl)-3-phenylpiperazine-1-carboxylate